6-bromo-N2-(4-methoxybenzyl)pyrazine-2,3-diamine BrC1=CN=C(C(=N1)NCC1=CC=C(C=C1)OC)N